N1-(6-bromobenzo[d]thiazol-2-yl)-2-methyl-N3-(5-(methylthio)pyrimidin-2-yl)propane-1,3-diamine BrC1=CC2=C(N=C(S2)NCC(CNC2=NC=C(C=N2)SC)C)C=C1